Cl.NCCNC(C1=C(C(=C(C=C1)OCC1=CC=CC=C1)OCC1=CC=CC=C1)Cl)=O N-(2-aminoethyl)-3,4-bis(benzyloxy)-2-chlorobenzamide hydrochloride